O.FC(CCC(=O)N[C@H](C(=O)N[C@@H]1C(N(C2=C(C3=C1C=CC=C3)C=CC=N2)CCO)=O)C)(F)F 4,4,4-trifluoro-N-[(S)-2-[[(7S)-5-(2-hydroxyethyl)-6-oxo-7H-pyrido[2,3-d][3]benzazepin-7-yl]amino]-1-methyl-2-oxo-ethyl]butanamide hydrate